ISOPHORONE O=C1C=C(CC(C)(C)C1)C